FC1=CC(=C(C=C1C1=NC(=NC=C1)N1C[C@H](O[C@H](C1)C)C)NC(=O)C1=CNC(C=C1C(F)(F)F)=O)N1C[C@H](N(CC1)C)C |r| N-[4-fluoro-5-[2-[rac-(2R,6S)-2,6-dimethylmorpholin-4-yl]pyrimidin-4-yl]-2-[rac-(3R)-3,4-dimethylpiperazin-1-yl]phenyl]-6-oxo-4-(trifluoromethyl)-1H-pyridine-3-carboxamide